β-(Dimethylamino)ethylmethacrylat CN(CCOC(C(=C)C)=O)C